2-chloro-4-(1-(1-(1-(4-chlorophenyl)cyclobutanecarbonyl)piperidin-4-yl)azetidin-3-ylamino)-N,N-dimethylbenzamide ClC1=C(C(=O)N(C)C)C=CC(=C1)NC1CN(C1)C1CCN(CC1)C(=O)C1(CCC1)C1=CC=C(C=C1)Cl